[2'-(diphenylphosphino)[1,1'-binaphthalen]-2-yl]diphenylphosphine C1(=CC=CC=C1)P(C1=C(C2=CC=CC=C2C=C1)C1=C(C=CC2=CC=CC=C12)P(C1=CC=CC=C1)C1=CC=CC=C1)C1=CC=CC=C1